1,2,3,4-Tetrahydro-6,7-dimethoxy-1-methyl-8-isoquinolinol COC=1C=C2CCNC(C2=C(C1OC)O)C